BrC1=C2C(NC(NC2=CC=C1)=O)=O 5-bromoquinazoline-2,4(1H,3H)-dione